F[C@H]1CN(CC[C@H]1N)C(=O)OC(C)(C)C (3S,4R)-3-fluoro-N-Boc-4-aminopiperidine